cadmium-potassium [K].[Cd]